(4-chlorophenyl)-3-(1-methyl-1H-pyrazol-4-yl)pyrazin-2-amine ClC1=CC=C(C=C1)C=1N=C(C(=NC1)N)C=1C=NN(C1)C